7-chloro-N-isopropyl-4-oxo-4,5-dihydrofuro[2,3-d]pyridazine-2-carboxamide ClC1=NNC(C2=C1OC(=C2)C(=O)NC(C)C)=O